3-amino-5-(4,4-difluoropiperidin-1-yl)-4-methylbenzamide NC=1C=C(C(=O)N)C=C(C1C)N1CCC(CC1)(F)F